1-hydroxy-3-[[7-(5-methyl-1,2,4-oxadiazol-3-yl)-1-isoquinolinyl]amino]cyclobutanecarboxylic acid OC1(CC(C1)NC1=NC=CC2=CC=C(C=C12)C1=NOC(=N1)C)C(=O)O